2-chloro-N-ethyl-6-fluoro-N-(3-iodophenyl)quinazolin-4-amine ClC1=NC2=CC=C(C=C2C(=N1)N(C1=CC(=CC=C1)I)CC)F